N-(5-chloro-2-(2-methoxyethoxy)phenyl)-5-(cyclopropanecarboxamido)thiophene-2-carboxamide ClC=1C=CC(=C(C1)NC(=O)C=1SC(=CC1)NC(=O)C1CC1)OCCOC